BrC=1C=C(CN2C(N(C(C=C2)=O)C(=O)OC(C)(C)C)=O)C=CC1F tert-Butyl 3-(3-bromo-4-fluorobenzyl)-2,6-dioxo-3,6-dihydropyrimidine-1(2H)-carboxylate